C(=O)C1=CC=C(C=C1)NC(CC)=O N-(4-formylphenyl)propanamide